FC1(CC(C1)CN1N=CC(=C1)C1=NC2=C(C(=CC=C2N=C1)OC=1C=CC2=C(NC(=N2)C)C1)C=1COCC1)F 2-(1-((3,3-difluorocyclobutyl)methyl)-1H-pyrazol-4-yl)-8-(2,5-dihydrofuran-3-yl)-7-((2-methyl-1H-benzo[d]imidazol-6-yl)oxy)quinoxaline